C(#N)C=1N=C(C2=C(N1)N(C=C2)[C@H]2[C@@H]([C@@H]([C@H](O2)COCP(O)(O)=O)O)O)NC2CCCCC2 [(2R,3S,4R,5R)-5-[2-cyano-4-(cyclohexyl-amino)pyrrolo[2,3-d]-pyrimidin-7-yl]-3,4-dihydroxy-tetrahydro-furan-2-yl]methoxy-methylphosphonic acid